NC1C(NCC=2N(C1)N=NC2)=O 7-amino-7,8-dihydro-4H-(1,2,3)triazolo-(1,5-a)(1,4)diazepin-6(5H)-one